CCCCOC(=O)CCC1=CC(=C(C(=C1)OC)O)C2=C(C(=CC(=C2)CCC(=O)OCCCC)OC)O[C@H]3[C@@H]([C@H]([C@@H]([C@H](O3)CO)O)O)O The molecule is a neolignan that is dibutyl 3,3'-biphenyl-3,3'-diyldipropanoate substituted by a beta-D-glucopyranosyloxy group at position 6, hydroxy group at position 6' and methoxy groups at positions 5 and 5' respectively. Isolated from the roots of Stellaria dichotoma var lanceolata, it exhibits anti-allergic activity. It has a role as an anti-allergic agent and a plant metabolite. It is a carboxylic ester, a member of biphenyls, a neolignan, a beta-D-glucoside and a member of guaiacols.